5-chloro-6-methyl-2-(piperidin-1-yl)nicotinamide 2-butene-1-yl-sulphate ethyl-7-(7-{[ethoxy-7-methylindol-4-yl]methyl}-2,2-difluoro-7-azaspiro[3.5]nonan-6-yl)-1H-indazole-4-carboxylate C(C)OC(=O)C=1C=2C=NNC2C(=CC1)C1CC2(CC(C2)(F)F)CCN1CC1=C2C=C(NC2=C(C=C1)C)OCC.C(C=CC)OS(=O)(=O)O.ClC=1C(=NC(=C(C(=O)N)C1)N1CCCCC1)C